FC(C(=O)O)(F)F.CN1[C@H](CCCC1)C(=O)NC1=CC(=C(C=C1)C)C(N[C@H](C)C1=CC=CC2=CC=CC=C12)=O (R)-1-methyl-N-(4-methyl-3-(((R)-1-(naphthalen-1-yl)ethyl)carbamoyl)phenyl)piperidine-2-carboxamide 2,2,2-trifluoroacetate